FC1=C(C=CC=C1)N(C)C 2-fluoro-N,N-dimethylaminobenzene